[6-(5-cyclopropyl-4H-1,2,4-triazol-3-yl)-2-azaspiro[3.3]heptan-2-yl]-[3-[6-[3-hydroxy-3-(trifluoromethyl)pyrrolidin-1-yl]-3-pyridyl]azetidin-1-yl]methanone C1(CC1)C=1NC(=NN1)C1CC2(CN(C2)C(=O)N2CC(C2)C=2C=NC(=CC2)N2CC(CC2)(C(F)(F)F)O)C1